ethyl 4-(bis(4-methoxybenzyl)amino)-3-cyano-3-((trimethylsilyl)oxy)butanoate COC1=CC=C(CN(CC(CC(=O)OCC)(O[Si](C)(C)C)C#N)CC2=CC=C(C=C2)OC)C=C1